ClC1=CC=CC(=N1)OC1CCN(CC1)C(CNC(=O)C1=NNC(=C1)C1=CC=CC=C1)=O 5-Phenyl-1H-pyrazole-3-carboxylic acid {2-[4-(6-chloro-pyridin-2-yloxy)-piperidin-1-yl]-2-oxo-ethyl}-amide